C12CNCC(CC1)N2CC#CC2=CC=CC=1N(C(N(C12)C)=O)C1C(NC(CC1)=O)=O 3-[4-[3-(3,8-Diazabicyclo[3.2.1]octan-8-yl)prop-1-ynyl]-3-methyl-2-oxo-benzimidazol-1-yl]piperidine-2,6-dione